N-[2-(hydroxymethyl)-2-methyl-6-morpholino-3H-benzofuran-5-yl]-6-(trifluoromethyl)pyridine-2-carboxamide OCC1(OC2=C(C1)C=C(C(=C2)N2CCOCC2)NC(=O)C2=NC(=CC=C2)C(F)(F)F)C